(3s,4s)-8-(6-(3,4-dihydroquinolin-1(2H)-yl)pyrido[2,3-b]pyrazin-2-yl)-3-methyl-2-oxa-8-azaspiro[4.5]decan-4-amine N1(CCCC2=CC=CC=C12)C=1C=CC=2C(=NC=C(N2)N2CCC3([C@@H]([C@@H](OC3)C)N)CC2)N1